Triethylene Glycol Methacrylate C(C(=C)C)(=O)OCCOCCOCCO